tert-butyl (2-oxotetrahydrothiophen-3-yl)carbamate O=C1SCCC1NC(OC(C)(C)C)=O